FC(=O)[C@H](OC(C)=O)[C@@H](OC(C)=O)[C@H](OC(C)=O)[C@H](OC(C)=O)CO fluorotetra-O-acetyl-glucose